(4S,5S)-5-METHYL-7-OCTENE-4-SULFONAMIDE C[C@H]([C@H](CCC)S(=O)(=O)N)CC=C